FC1=CN=CS1 5-fluoro-1,3-thiazol